COC=1C=C(C=C(C1C)OC)[C@H]([C@@H](CN1N=C2C(=CC=CC2=C1)C(=O)O)OCCC1=CC=CC=C1)O 2-((2R,3R)-3-(3,5-dimethoxy-4-methylphenyl)-3-hydroxy-2-phenethyloxypropyl)-2H-indazole-7-carboxylic acid